N-[4-[(6,7-dimethoxy-1,5-naphthyridin-4-yl)oxy]-3-fluorophenyl]-5-(5-fluoropyridin-2-yl)-1,2-dimethyl-4-oxopyridine-3-carboxamide COC=1N=C2C(=CC=NC2=CC1OC)OC1=C(C=C(C=C1)NC(=O)C1=C(N(C=C(C1=O)C1=NC=C(C=C1)F)C)C)F